3-((3S)-2-oxopyrrolidin-3-yl)-L-alaninamide hydrochloride Cl.O=C1NCC[C@H]1C[C@H](N)C(=O)N